(6-aminohexyl)-3-(2,4-dioxo-1,3-diazin-1-yl)benzamide hydrochloride Cl.NCCCCCCC1=C(C(=O)N)C=CC=C1N1C(NC(C=C1)=O)=O